3-(1-oxo-4-((11-(piperazin-1-yl)undecyl)thio)isoindolin-2-yl)piperidine-2,6-dione O=C1N(CC2=C(C=CC=C12)SCCCCCCCCCCCN1CCNCC1)C1C(NC(CC1)=O)=O